N-(5-(7'-Fluoro-3'-methyl-2'-oxo-3-phenyl-2',3'-dihydrospiro[cyclobutane-1,1'-pyrrolo[2,3-c]quinolin]-8'-yl)-2-(2-(isopropylamino)ethoxy)pyridin-3-yl)methanesulfonamide hydrochloride Cl.FC=1C(=CC=2C3=C(C=NC2C1)N(C(C31CC(C1)C1=CC=CC=C1)=O)C)C=1C=C(C(=NC1)OCCNC(C)C)NS(=O)(=O)C